C(CC)N1N=CC=N1 2-propyl-2H-1,2,3-triazol